The molecule is a thromboxane anion that is the conjugate base of 19-hydroxythromboxane A2, obtained by deprotonation of the carboxy group; major species at pH 7.3. It derives from a thromboxane A2(1-). It is a conjugate base of a 19-hydroxythromboxane A2. CC(CCC[C@@H](/C=C/[C@@H]1[C@H]([C@@H]2C[C@@H](O2)O1)C/C=C\\CCCC(=O)[O-])O)O